5-({3-[(1S)-1-(dimethylamino)ethyl]-3-hydroxyazetidin-1-yl}carbonyl)-4-[(2-fluoro-4-iodophenyl)amino]-1-methylpyridin-2(1H)-one CN([C@@H](C)C1(CN(C1)C(=O)C=1C(=CC(N(C1)C)=O)NC1=C(C=C(C=C1)I)F)O)C